N-(4-methoxybenzyl)-2-(3-(4-methoxyphenyl)-6-oxopyridazin-1(6H)-yl)acetamide COC1=CC=C(CNC(CN2N=C(C=CC2=O)C2=CC=C(C=C2)OC)=O)C=C1